tert-butyl (2-(4-formyl-3-methoxyphenoxy)ethyl)(methyl)carbamate C(=O)C1=C(C=C(OCCN(C(OC(C)(C)C)=O)C)C=C1)OC